bis-(3,4-dicarboxyphenyl)methane C(=O)(O)C=1C=C(C=CC1C(=O)O)CC1=CC(=C(C=C1)C(=O)O)C(=O)O